3-(8-chloro-1,2,3,5,6,7-hexahydro-s-indacen-4-yl)-1-[5-([[(1-hydroxycyclobutyl)methyl](methyl)amino]methyl)-4-methylfuran-2-ylsulfonyl]urea ClC=1C=2CCCC2C(=C2CCCC12)NC(NS(=O)(=O)C=1OC(=C(C1)C)CN(C)CC1(CCC1)O)=O